4-{1-[4-Hydroxy-3-(prop-2-en-1-yl)phenyl]propyl}-2-(prop-2-en-1-yl)phenol OC1=C(C=C(C=C1)C(CC)C1=CC(=C(C=C1)O)CC=C)CC=C